(R)-1-(5-fluoroisochroman-1-yl)-N-methyl-methylamine FC1=C2CCO[C@H](C2=CC=C1)CNC